3-Decanon CCC(CCCCCCC)=O